FC(N1C(OC2=C1C=C(C=C2)C2=CN=C(N=N2)N[C@H](C)C2=CC=C(C=C2)F)=O)F (R)-3-(difluoromethyl)-5-(3-((1-(4-fluorophenyl)ethyl)amino)-1,2,4-triazin-6-yl)benzo[d]oxazol-2(3H)-one